CSCCC1C(NC(C(N1)=O)CCSC)=O 3,6-bis(2'-methylmercaptoethyl)-2,5-Diketopiperazine